5-bromo-N-methyl-2-oxo-1-((1-tosyl-1H-indol-4-yl)methyl)-1,2-dihydropyridine-3-carboxamide BrC=1C=C(C(N(C1)CC1=C2C=CN(C2=CC=C1)S(=O)(=O)C1=CC=C(C)C=C1)=O)C(=O)NC